Br[C@H]1[C@@H](C[C@@H](CC1)[N-]C(=O)OC(C)(C)C)OC(C)=O ((1R,3R,4R)-4-bromo-3-(acetoxy)cyclohexyl)tert-butoxycarbonylamide